tert-butyl 2-(4-chloro-3-methylphenyl)-6,7-dihydropyrazolo[1,5-a]pyrazine-5(4H)-carboxylate tert-butyl-2-bromo-6,7-dihydropyrazolo[1,5-a]pyrazine-5(4H)-carboxylate C(C)(C)(C)OC(=O)N1CC=2N(CC1)N=C(C2)Br.ClC2=C(C=C(C=C2)C2=NN1C(CN(CC1)C(=O)OC(C)(C)C)=C2)C